6-chloro-7-methoxyl-1H-indole-3-formaldehyde ClC1=CC=C2C(=CNC2=C1OC)C=O